CC1(CC1)C(=O)NCC=1NC2=CC(=C(C=C2C1)C)OCC=1N=CSC1 1-methyl-N-((5-methyl-6-(thiazol-4-ylmethoxy)-1H-indol-2-yl)methyl)cyclopropane-1-carboxamide